C(C)(=O)NC1=C(C=2C(C3=CC=CC=C3C(C2C=C1)=O)=O)O acetamido-hydroxyanthraquinone